ClC1=CC(=C(C=C1)N(C=1C(=C(C=NC1)CC1=C(C(=NC=C1)N)F)C)C)F 4-({5-[(4-chloro-2-fluorophenyl)(methyl)amino]-4-methylpyridin-3-yl}methyl)-3-fluoropyridin-2-amine